7-bromo-4-methyl-1,1-dioxo-2,3-dihydrothieno[2,3-f][1,4]thiazepin-5-one BrC1=CC2=C(C(N(CCS2(=O)=O)C)=O)S1